N-(5-(((2S,4R)-4-((6,7-difluoroquinazolin-4-yl)oxy)-2-methylpyrrolidin-1-yl)methyl)thiazol-2-yl)acetamide FC=1C=C2C(=NC=NC2=CC1F)O[C@@H]1C[C@@H](N(C1)CC1=CN=C(S1)NC(C)=O)C